C1(CC1)C1=CC(=CC(=N1)N1C(C2=C(C(=C1)C#N)C=C(N2)CN2C[C@H](OCC2)C)=O)C2=C(C=C(C=C2)F)C2=NN=CN2C 6-[6-cyclopropyl-4-[4-fluoro-2-(4-methyl-1,2,4-triazol-3-yl)phenyl]pyridin-2-yl]-2-[[(2R)-2-methylmorpholin-4-yl]methyl]-7-oxo-1H-pyrrolo[2,3-c]pyridine-4-carbonitrile